1-aminopentan-4-ol-ol NC(CCC(C)O)O